6-fluoro-2-methyl-1H-pyrrolo[3,4-c]isoquinoline-1,3(2H)-dione FC1=CC=CC=2C3=C(N=CC12)C(N(C3=O)C)=O